NC1=C(N=C2C(=N1)N(C=C2C#N)COCC[Si](C)(C)C)C(=O)[O-] 3-amino-7-cyano-5-{[2-(trimethylsilyl) ethoxy] methyl}-5H-pyrrolo[2,3-b]pyrazine-2-carboxylate